N-[3-fluoro-4-[[3-fluoro-7-(2-hydroxy-2-methyl-propoxy)-6-methoxy-4-quinolyl]oxy]phenyl]-1-(4-methoxy-2-methyl-phenyl)-2-oxo-6-(trifluoromethyl)pyridine-3-carboxamide FC=1C=C(C=CC1OC1=C(C=NC2=CC(=C(C=C12)OC)OCC(C)(C)O)F)NC(=O)C=1C(N(C(=CC1)C(F)(F)F)C1=C(C=C(C=C1)OC)C)=O